(methylsulfinyl)-2-pentadecanamidobutanoic acid CS(=O)C(C(=O)O)(CC)NC(CCCCCCCCCCCCCC)=O